CC1=NC=C(C(=N1)C)C1=C(C(C=CC=C1)=O)O 3-(2,4-dimethylpyrimidin-5-yl)-2-hydroxycyclohepta-2,4,6-trien-1-one